O=C1NC(CCC1N1C(C2=CC=C(C=C2C1=O)N(C)[C@@H]1[C@H](C2=CC=CC=C2C1)NCC)=O)=O 2-(2,6-dioxopiperidin-3-yl)-5-(((1S,2S)-1-(ethylamino)-2,3-dihydro-1H-inden-2-yl)(methyl)amino)isoindoline-1,3-dione